C1(CC1)N1CC(OCC1)CNC1=CNC=C1 3-(((4-cyclopropyl-morpholin-2-yl)methyl)amino)-1H-pyrrole